1-(2-amino-6-methylphenyl)ethan-1-one NC1=C(C(=CC=C1)C)C(C)=O